8-bromo-6-chloro-7-(4-methoxyphenyl)-2,3-diphenylimidazo[1,2-b]pyridazine BrC=1C=2N(N=C(C1C1=CC=C(C=C1)OC)Cl)C(=C(N2)C2=CC=CC=C2)C2=CC=CC=C2